C(C)(C)(C)C1=C(OC(OC2=C(C=C(C=C2C(C)(C)C)C)C(C)(C)C)[Al])C(=CC(=C1)C)C(C)(C)C bis(2,6-di-tert-butyl-4-methylphenoxy)methylaluminium